4-(thien-2-yl)-butan-2-ol S1C(=CC=C1)CCC(C)O